N(=[N+]=[N-])C(C)(C)OC1=CC(=CC=C1)C alpha-azido-4-isopropoxy-2-methylbenzene